NCCS(=O)(=O)OC(=O)C=C acryl taurate